CS(=O)(=O)NCC=1C=CC(=C(C(=O)N[C@H](C)C2=CC(=NC3=CC=CC=C23)C=2C=NN(C2)C)C1)C 5-(methanesulfonamidomethyl)-2-methyl-N-[(1R)-1-[2-(1-methyl-1H-pyrazol-4-yl)quinolin-4-yl]ethyl]benzamide